OC1=C(C=CC=C1)S o-hydroxythiophenol